((1R,6'R,7a'S)-2,2,6'-trifluorodihydro-1'H,3'H-spiro[cyclopropan-1,2'-pyrrolizin]-7a'(5'H)-yl)methanol FC1(C[C@@]12C[C@]1(C[C@H](CN1C2)F)CO)F